5-chloro-3-cyclopropoxypyridazine ClC=1C=C(N=NC1)OC1CC1